NC1=C2N=CN(C2=NC=N1)C(C)(OCOP(=O)(OOC1=CC=CC=C1)Cl)C (((R)-1-(6-amino-9H-purin-9-yl)-1-methyl-ethoxy)methyl)phenoxyphosphonochloride